BrC1=C(C=CC=C1C)CO (2-bromo-3-methyl-phenyl)methanol